FC=1C=CC(=C(C1)[C@H](C(=O)NC=1SC=CN1)N1C(C2=CC(=CC=C2C1)C#CC1=CC=C(C=C1)CN1CCC(CC1)O)=O)OC |r| (2RS)-2-(5-fluoro-2-methoxyphenyl)-2-[6-[2-[4-[(4-hydroxy-1-piperidyl)methyl]phenyl]ethynyl]-1-oxo-isoindolin-2-yl]-N-thiazol-2-yl-acetamide